(7R)-1-(2-((S)-1-(2,2-difluorobenzo[d][1,3]dioxol-5-yl)ethoxy)pyridin-4-yl)-3-(trifluoromethyl)-4,5,6,7-tetrahydro-1H-indazol-7-ol FC1(OC2=C(O1)C=CC(=C2)[C@H](C)OC2=NC=CC(=C2)N2N=C(C=1CCC[C@H](C21)O)C(F)(F)F)F